C(C)OC(C1=C(C(=NC(=C1)C1=CC(=CC=C1)I)C)[N+](=O)[O-])=O 6-(3-iodophenyl)-2-methyl-3-nitroisonicotinic acid ethyl ester